(2S)-2-({[2-(hydroxymethyl)phenyl]methyl}amino)-5,5-dimethylhexanoic acid OCC1=C(C=CC=C1)CN[C@H](C(=O)O)CCC(C)(C)C